[Bi]=O.[Pb] lead-bismuth oxide